BrC1=C(C=CC=C1)NC1(OC(C2=CC=CC=C12)=O)C(=O)NC(C)(C)C 1-((2-bromophenyl)amino)-N-(tert-butyl)-3-oxo-1,3-dihydroisobenzofuran-1-carboxamide